2-(3-buten-2-yl)succinic anhydride CC(C=C)C1C(=O)OC(C1)=O